6-bromo-1-tosyl-1H-pyrrolo[3,2-b]pyridine BrC=1C=C2C(=NC1)C=CN2S(=O)(=O)C2=CC=C(C)C=C2